C(C)NC(=N)NC1=CC=C(C=C1)C1=NNC(CC1)=O 1-ethyl-3-(4-(6-oxo-1,4,5,6-tetrahydropyridazine-3-yl)phenyl)guanidine